tert-butyl (8-(4-aminophenoxy)octyl)(tert-butoxycarbonyl)carbamate NC1=CC=C(OCCCCCCCCN(C(OC(C)(C)C)=O)C(=O)OC(C)(C)C)C=C1